N-[4-(2-OXOETHOXY)PHENYL]ACETAMIDE O=CCOC1=CC=C(C=C1)NC(C)=O